ClC=1C=C2C=C(NC2=CC1OCC1=CC(=NO1)C)CNC(C(C)(C)C#N)=O N-((5-chloro-6-((3-methylisoxazol-5-yl)methoxy)-1H-indol-2-yl)methyl)-2-cyano-2-methylpropanamide